ClC1=CC=C(C[C@H]2C(NCN2)=O)C=C1 (S)-5-(4-chlorobenzyl)imidazolidin-4-one